N1=C(C=NC=C1)N1CCNCC1 N'-(2-pyrazinyl)piperazine